OC1[C@H](CC[C@@H]1C1=CC(=C(C=C1/C=C/C(=O)N)O)O)C1=CC(=C(C=C1/C=C/C(=O)N)O)O (1R,2R,3R)-2-hydroxycyclopentane-1,3-dicaffeamide